CC1=C(C(=CC(=C1)C)C)[I+]C1=C(C=C(C=C1C)C)C bis(2,4,6-trimethylphenyl)iodonium